C(C1=CC=CC=C1)OC(=O)N[C@H](C(=O)O)CC1=CC(=CC=C1)C=1C=C2C(=C(N(C2=CC1)CC)C=1C(=NC=CC1)[C@H](C)OC)CC(C)(OC(C[C@@H]1CNCCC1)=O)C (S)-2-(((benzyloxy)carbonyl)amino)-3-(3-(1-ethyl-2-(2-((S)-1-methoxyethyl)pyridin-3-yl)-3-(2-methyl-2-(2-((R)-piperidin-3-yl)acetoxy)propyl)-1H-indol-5-yl)phenyl)propanoic acid